bromo-1-methyl-2-oxo-N-phenyl-quinoline-3-carboxamide BrC1=C(C(N(C2=CC=CC=C12)C)=O)C(=O)NC1=CC=CC=C1